C1CC(CC1)C(=O)O.[O] oxygen cyclopentane-3-formic acid